N-(5-(4-(5-chloro-4-fluoro-2-(2-hydroxypropan-2-yl)phenylamino)-5-methoxypyrimidin-2-ylamino)-2-((2-(dimethylamino)ethyl)(methyl)amino)-4-methoxyphenyl)acrylamide ClC=1C(=CC(=C(C1)NC1=NC(=NC=C1OC)NC=1C(=CC(=C(C1)NC(C=C)=O)N(C)CCN(C)C)OC)C(C)(C)O)F